N[C@@H](C1=CC(=CS1)C(N)=N)C1CCCC1 (R)-5-(amino(cyclopentyl)methyl)thiophene-3-carboximidamide